(2S)-oxetan O1CCC1